4-(4-(4-methylpiperazin-1-yl)phenyl)-N-(2,2,2-trifluoroethyl)-4H-1,2,4-triazole-3-carboxamide CN1CCN(CC1)C1=CC=C(C=C1)N1C(=NN=C1)C(=O)NCC(F)(F)F